CN(C)CC1=CN=C2N1C=CC=C2 3-[(N,N-dimethylamino)methyl]imidazo[1,2-a]pyridine